1,1-dimethylpiperidin-1-ium C[N+]1(CCCCC1)C